CC1=CC=C(C(=O)C(C(C(=O)O)(O)C(C2=CC=C(C=C2)C)=O)(O)C(=O)O)C=C1 bis(p-methylbenzoyl)tartaric acid